methyl 2-[4-(2-methoxy-4-{6-oxo-2H,4H,5H,6H,7H-pyrazolo[3,4-b]pyridin-4-yl}phenoxymethyl)-3-(trifluoromethyl) phenyl]acetate COC1=C(OCC2=C(C=C(C=C2)CC(=O)OC)C(F)(F)F)C=CC(=C1)C1C=2C(NC(C1)=O)=NNC2